4,5-dihydroxypyridazine OC1=CN=NC=C1O